COC1=CC=C(C=C1)[C@H](C)NC(CN1N=C(C2=C(C1=O)C(=NN2C)C)C)=O (S)-N-(1-(4-methoxyphenyl)ethyl)-2-(1,3,7-trimethyl-4-oxo-1,4-dihydro-5H-pyrazolo[3,4-d]pyridazin-5-yl)acetamide